C(C)O[C@H](C(=O)O)C (S)-2-ethoxypropionic acid